FC1=C(C(=CC(=C1)N1CC(C1)=O)F)[C@@H]1C(NC(CC1)=O)=O (R)-3-(2,6-difluoro-4-(3-oxoazetidin-1-yl)phenyl)piperidine-2,6-dione